3-((4-(heptyloxy)phenyl)sulfonyl)-6-(methylthio)-4-(4-(2-(pyrrolidin-1-yl)ethyl)piperazin-1-yl)quinoline C(CCCCCC)OC1=CC=C(C=C1)S(=O)(=O)C=1C=NC2=CC=C(C=C2C1N1CCN(CC1)CCN1CCCC1)SC